azepan-4-one hydrochloride Cl.N1CCC(CCC1)=O